The molecule is a member of the class of phenazines that is 1,4,10,10a-tetrahydrophenazine substituted at position 1 by a carboxy group (the 1R,10aS-diastereomer). It has a role as a bacterial metabolite. It is a member of phenazines and an aromatic amino acid. It is a conjugate acid of a (1R,10aS)-1,4,10,10a-tetrahydrophenazine-1-carboxylate. C1C=C[C@H]([C@H]2C1=NC3=CC=CC=C3N2)C(=O)O